(R)-2-(((1R,3s,5S)-8-oxabicyclo[3.2.1]oct-3-yl)oxy)-2-(2-methoxyphenyl)ethan-1-ol [C@H]12CC(C[C@H](CC1)O2)O[C@@H](CO)C2=C(C=CC=C2)OC